4-[5-(3-Fluoro-benzyl)-2H-[1,2,4]triazol-3-yl]-piperidine, hydrochloride Cl.FC=1C=C(CC=2N=C(NN2)C2CCNCC2)C=CC1